C(C)(C)(C)OC(CN(C1(CCN(CC1)C(=O)OC(C)(C)C)C)CC1=C(C=C(C=C1)C(F)(F)F)N1CCCC1)=O tert-butyl 4-((2-(tert-butoxy)-2-oxoethyl) (2-(pyrrolidin-1-yl)-4-(trifluoromethyl) benzyl) amino)-4-methylpiperidine-1-carboxylate